O=C([C@@H](O)[C@H](O)CO)[O-].[Ca+2].O=C([C@@H](O)[C@H](O)CO)[O-] calcium threonate